6-cyclopropaneamido-4-{[2-methoxy-3-(2-methyl-1,3-oxazol-4-yl)phenyl]amino}-N-(2H3)methylpyridazine-3-carboxamide C1(CC1)C(=O)NC1=CC(=C(N=N1)C(=O)NC([2H])([2H])[2H])NC1=C(C(=CC=C1)C=1N=C(OC1)C)OC